(R)-4-(4-(6-(3-((2,5,7-trimethyl-[1,2,4]triazolo[1,5-a]pyrimidin-6-yl)methyl)pyrrolidin-1-yl)pyridazin-3-yl)benzyl)morpholine CC1=NN2C(N=C(C(=C2C)C[C@H]2CN(CC2)C2=CC=C(N=N2)C2=CC=C(CN3CCOCC3)C=C2)C)=N1